C(CC)(=O)O[C@H]1CN2CCC1CC2 (R)-quinuclidin-3-yl propionate